C(=O)[O-].[NH4+].NC1=C(C=NC(=C1Cl)Cl)Cl 4-amino-3,5,6-trichloropyridine ammonium formate